3-{3-ethyl-4-[(7-oxo-5,6,7,8-tetrahydro-4-pteridinyl)oxy]phenyl}-1-[5-(trifluoromethyl)-3-pyridinyl]-2,4-imidazolidinedione C(C)C=1C=C(C=CC1OC1=NC=NC=2NC(CNC12)=O)N1C(N(CC1=O)C=1C=NC=C(C1)C(F)(F)F)=O